FC(C=1C=C(C=NC1)OC=1C=C(CN2CC3(C2)CCN(CC3)C(=O)OC=3C=NC=C(C3)C(F)(F)F)C=CC1)(F)F 5-(Trifluoromethyl)pyridin-3-yl 2-(3-((5-(trifluoromethyl)pyridin-3-yl)oxy)benzyl)-2,7-diazaspiro[3.5]nonane-7-carboxylate